tert-butyl 4-((4-(trifluoromethyl)pyridin-3-yl)oxy)piperidine-1-carboxylate FC(C1=C(C=NC=C1)OC1CCN(CC1)C(=O)OC(C)(C)C)(F)F